tert-butyl 4-((1-(5-(1-methoxy-3-methyl-1-oxobutan-2-yl)isoxazol-3-yl)piperidin-4-yl)oxy)piperidine-1-carboxylate COC(C(C(C)C)C1=CC(=NO1)N1CCC(CC1)OC1CCN(CC1)C(=O)OC(C)(C)C)=O